C(C=C)OC(=O)N1C([C@H]2N(C(C3=C1C=C(C(=C3)OC)O[Si](C(C)C)(C(C)C)C(C)C)=O)CCCC2)OC2OCCCC2 (6AS)-2-methoxy-12-oxo-6-((tetrahydro-2H-pyran-2-yl)oxy)-3-((triisopropylsilyl)oxy)-6,6a,7,8,9,10-hexahydrobenzo[e]pyrido[1,2-a][1,4]diazepin-5(12H)-carboxylic acid allyl ester